C1(CC1)N1N=CC(=C1)[C@H]1C=C(CCO1)C1=NC2=NC(=C(N=C2C(=N1)C1=C(C=C(C=C1)OC(F)(F)F)F)C)C 2-[(6R)-6-(1-cyclopropylpyrazol-4-yl)-3,6-dihydro-2H-pyran-4-yl]-4-[2-fluoro-4-(trifluoromethoxy)phenyl]-6,7-dimethyl-pteridine